2-benzyl-4,5-difluoro-8H-dibenzo[3,4:6,7]cyclohepta[1,2-b]thiophen-8-ol C(C1=CC=CC=C1)C1=CC2=C(S1)C1=C(C(C3=C2C(=C(C=C3)F)F)O)C=CC=C1